S1C(=CC2=C1C=C(S2)C(=O)O)C(=O)O thienothiophene-2,5-dicarboxylic acid